FC1=C(CN2C(N(C3=NC(=NC=C3C2)NC2=C(C=C(C(=C2)[N+](=O)[O-])N(C)CCN(C)C)OC)C)=O)C=CC(=C1)F 3-(2,4-difluorobenzyl)-7-((4-((2-(dimethylamino)ethyl)(methyl)amino)-2-methoxy-5-nitrophenyl)amino)-1-methyl-3,4-dihydropyrimido[4,5-d]pyrimidin-2(1H)-one